OP(O)(=O)OP(=O)(O)O.[C@@H]1([C@H](O)[C@H](O)[C@@H](CC(=O)[C@H](O)[C@H](O)[C@H](O)CO)O1)N1C=NC=2C(N)=NC=NC12 adenosyl-ribose diphosphate